Trans-N-[3-[6-(4-hydroxyphenyl)-1-tetrahydropyran-2-yl-indazol-4-yl]oxycyclobutyl]carbamic acid tert-butyl ester C(C)(C)(C)OC(N[C@@H]1C[C@H](C1)OC1=C2C=NN(C2=CC(=C1)C1=CC=C(C=C1)O)C1OCCCC1)=O